C(C)OC(=O)C1(N(C[C@H](CC1)OC(C)OCC)C(C1=CC=CC=C1)=O)C(=O)OCC (5S)-1-benzoyl-5-(1-ethoxyethyl-oxy)-piperidine-2,2-dicarboxylic acid diethyl ester